3-(2-hydroxypropyl)-7-methyl-8-(3-(trifluoromethoxy)-4-(4-(trifluoromethoxy)phenoxy)phenyl)-3,7-dihydro-1H-purine-2,6-dione OC(CN1C(NC(C=2N(C(=NC12)C1=CC(=C(C=C1)OC1=CC=C(C=C1)OC(F)(F)F)OC(F)(F)F)C)=O)=O)C